FC1(C2(CCN(CC12)C1=C(C(=O)NC2=NC(=NC(=C2)C)N2CCC(CC2)(F)F)C=CC(=C1)I)C)F 2-(7,7-difluoro-6-methyl-3-azabicyclo[4.1.0]heptan-3-yl)-N-(2-(4,4-difluoropiperidin-1-yl)-6-methylpyrimidin-4-yl)-4-iodobenzamide